ClC1=C(C=CC=C1C1=C(C(=NC=C1)C1=CC=2CCC[C@@H](C2C=C1)NC[C@@H]1NC(CC1)=O)Cl)C1=CC=C(C(=N1)OC)CN[C@H](CCO)C(=O)O ((6-(2-chloro-3-(3-chloro-2-((S)-5-((((R)-5-oxopyrrolidin-2-yl)methyl)amino)-5,6,7,8-tetrahydronaphthalen-2-yl)pyridin-4-yl)phenyl)-2-methoxypyridin-3-yl)methyl)-D-homoserine